cetyl-dimethyl-propyl-methacrylamide ammonium bromide [Br-].[NH4+].C(CCCCCCCCCCCCCCC)C(C(C(=O)N)=C(CCC)C)C